C(C)(=O)C1=C2C=C(C(=NC2=CC(=C1)C)C#N)Br 5-acetyl-3-bromo-7-methylquinoline-2-carbonitrile